6-(1-fluoro-1-methyl-ethyl)pyridine-2-carboxylic acid methyl ester COC(=O)C1=NC(=CC=C1)C(C)(C)F